C(#N)C=1C=NN2C1C(=CC(=C2)OCC(C)(C)O)C2=CC=C(C=C2)C2(CN(C2)CC=2C=NC(=CC2)OC)NS(=O)C(C)(C)C N-(3-(4-(3-cyano-6-(2-hydroxy-2-methylpropoxy)pyrazolo[1,5-a]pyridin-4-yl)phenyl)-1-((6-methoxypyridin-3-yl)methyl)azetidin-3-yl)-2-methylpropane-2-sulfinamide